p-chlorobenzoyl peroxide ClC1=CC=C(C(=O)OOC(C2=CC=C(C=C2)Cl)=O)C=C1